C(C)OC(=O)O[C@H]1C[C@H]2[C@H](C([C@H]3[C@@H]4CC[C@H]([C@@H](CCC(=O)OC)C)[C@]4(C([C@@H]([C@@H]3[C@]2(CC1)C)O)I)C)=O)CC Methyl 3α-(ethoxycarbonyl)oxy-6α-ethyl-11β-hydroxy-12-iodo-7-keto-5β-cholan-24-oate